Methyl 4-bromothieno[2,3-c]pyridine-2-carboxylate BrC1=C2C(=CN=C1)SC(=C2)C(=O)OC